4-(3-(4-hydroxy-3-isopropylphenyl)-4,4-dimethyl-5-oxo-2-thioxoimidazolidin-1-yl)-2-(trifluoromethyl)benzonitrile OC1=C(C=C(C=C1)N1C(N(C(C1(C)C)=O)C1=CC(=C(C#N)C=C1)C(F)(F)F)=S)C(C)C